[I-].[I-].[I-].[K+].[K+].[K+] Potassium Tri-iodide